COC(C1=C(C=C(C=C1)OCCCCCCCCCCCC)N1C(NC(C(=C1)F)=O)=O)=O (5-fluoro-2,4-dioxo-3,4-dihydropyrimidin-1(2H)-yl)4-(dodecyloxy)benzoic acid methyl ester